NCCC[C@@H](C=1OC(=CN1)C1=CC=CC=C1)NC(C1=CC(=CC=C1)C1=NC=CC(=C1)Cl)=O (S)-N-(4-Amino-1-(5-phenyloxazol-2-yl)butyl)-3-(4-chloropyridin-2-yl)benzamide